mono-(carboxyisooctyl) phthalate C(C=1C(C(=O)[O-])=CC=CC1)(=O)OC(CCCCC(C)C)C(=O)O